C(C1=CC=CC=C1)OC=1C=C(C=CC1)C1(CC1)NC(C1=C(C=CC(=C1)OCCN(C)C)C)=O N-(1-(3-(Benzyloxy)phenyl)cyclopropyl)-5-(2-(dimethylamino)ethoxy)-2-methylbenzamide